diiodomethane difluoride [F-].[F-].ICI